({(12aR)-12-[(3,4-difluorophenyl)(2-methylsulfanylphenyl)methyl]-6,8-dioxo-3,4,12,12a-tetrahydro-1H-[1,4]oxazino[3,4-c]pyrido[2,1-f][1,2,4]triazin-7-yl}oxy)methyl methyl carbonate C(OCOC=1C(C=CN2N([C@H]3N(C(C21)=O)CCOC3)C(C3=C(C=CC=C3)SC)C3=CC(=C(C=C3)F)F)=O)(OC)=O